C1(CC1)C1=CN=C(N=N1)N[C@@H]1C[C@H](CC1)NC1=NC=C(C=C1)C1=C(C(=CC=C1F)C1=NN=NN1)OC (1S,3S)-N1-(6-Cyclopropyl-1,2,4-triazin-3-yl)-N3-(5-(6-fluoro-2-methoxy-3-(1H-tetrazol-5-yl)phenyl)pyridin-2-yl)cyclopentane-1,3-diamine